C(CCC)C1N(S(C2=C(N(C1)C1=CC=C(C=C1)F)C=C(C(=C2)O)OC)(=O)=O)C 3-butyl-5-(4-fluorophenyl)-8-hydroxy-7-methoxy-2-methyl-2,3,4,5-tetrahydro-1,2,5-benzothiadiazepine 1,1-dioxide